(piperazin-1-yl)pyrido[3,4-d]pyrimidin-4-amine N1(CCNCC1)C=1N=C(C2=C(N1)C=NC=C2)N